phenethyl (5,6,7,8-tetrahydro-1,6-naphthyridin-2-yl)phosphinate hydrochloride Cl.N1=C(C=CC=2CNCCC12)P(OCCC1=CC=CC=C1)=O